[F].[N].[B] boron nitrogen fluorine